6-(5-fluoropyridin-2-yl)-1-(2-morpholinoethyl)-2-oxo-N-(spiro[3.3]heptan-2-yl)-1,2-dihydro-1,8-naphthyridine-3-carboxamide FC=1C=CC(=NC1)C=1C=C2C=C(C(N(C2=NC1)CCN1CCOCC1)=O)C(=O)NC1CC2(C1)CCC2